C(C)(=O)OC(C)C=CC(C)OC(C)=O hex-3-ene-2,5-diyl diacetate